Cl.COC1=CC=C(C=C1)C[C@H]1NCCC=2CCCCC12 (R)-1,2,3,4,5,6,7,8-octahydro-1-[(4-methoxyphenyl)methyl]isoquinoline hydrochloride